FC=1C=C(C=CC1)CNC(=O)C=1C(N(C2=CC(=CC=C2C1C)C(F)(F)F)CCO)=O N-[(3-Fluorophenyl)-methyl]-1-(2-hydroxy-ethyl)-4-methyl-2-oxo-7-(trifluoromethyl)-1H-quinoline-3-carboxylic acid amide